quinolinone nitrogen [N].N1C(C=CC2=CC=CC=C12)=O